[(1R,2S,4R)-4-{[5-({4-[(2S)-2-(3-chlorophenyl)tetrahydrofuran-2-yl]-2-thienyl}carbonyl)pyrimidin-4-yl]amino}-2-hydroxycyclopentyl]methyl sulfamate S(N)(OC[C@@H]1[C@H](C[C@@H](C1)NC1=NC=NC=C1C(=O)C=1SC=C(C1)[C@@]1(OCCC1)C1=CC(=CC=C1)Cl)O)(=O)=O